[Si](C1=CC=CC=C1)(C1=CC=CC=C1)(C(C)(C)C)OC[C@@H](CCS(=O)(=O)N)C=C (S)-3-(((TERT-BUTYLDIPHENYLSILYL)OXY)METHYL)PENT-4-EN-1-SULFONAMIDE